ClC1=C(C=C2C=C(N=CC2=C1)NC(=O)C1[C@H]2CCOC[C@H]12)C1CCN(CC1)[C@]1(COCC1)C (1S,6S)-N-(7-chloro-6-(1-(3R-methyltetrahydrofuran-3-yl)piperidin-4-yl)isoquinolin-3-yl)-3-oxabicyclo[4.1.0]heptane-7-carboxamide